C(C)(C)(C)OC(=O)N1C[C@H](CC1)N(C)C=1C=NC2=CC(=CC=C2C1)OC (S)-3-((7-Methoxyquinolin-3-yl)(methyl)amino)pyrrolidine-1-carboxylic acid tert-butyl ester